CC1=CC(=NC=C1C=1C=2N(C3=CC(=NC=C3C1)NC)N=CN2)[C@H](CCC)O (1S)-1-{4-methyl-5-[8-(methylamino)-[1,2,4]triazolo[1,5-a]1,6-naphthyridin-4-yl]pyridin-2-yl}butan-1-ol